1-methylbutanol CC(CCC)O